C(C)(C)(C)C1N2C(C=3N(N=C4C(=CC=CC34)OCCF)C1)=CC(C(=C2)C(=O)O)=O 6-(tert-butyl)-10-(2-fluoroethoxy)-2-oxo-6,7-dihydro-2H-pyrido[2',1':3,4]pyrazino[1,2-b]indazole-3-carboxylic acid